9-((3-methylbenzylidene)amino)-N-(5-methylpyridin-3-yl)-2-morpholino-9H-purin-6-amine CC=1C=C(C=NN2C3=NC(=NC(=C3N=C2)NC=2C=NC=C(C2)C)N2CCOCC2)C=CC1